ClC=1C=C(NC2=NC3=CC(=C(C=C3C=N2)OCCCN2CCOCC2)OC)C=CC1F (3'-Chloro-4'-fluoroanilino)-7-methoxy-6-(3-morpholinylpropoxy)quinazoline